CN1C(C2=C(C(=C1)C(=C)C1=CC=CC=C1)C=C(N2)C(=O)OCC)=C=O ethyl 6-methyl-7-carbonyl-4-(1-phenylvinyl)-6,7-dihydro-1H-pyrrolo[2,3-c]pyridin-2-carboxylate